BrC/C=C(\C(=O)N(C)C)/Cl (E)-4-bromo(chloro)-N,N-dimethylbut-2-enamide